N[C@@H]1[C@H](CCC1)N(C(OCC1C2=CC=CC=C2C=2C=CC=CC12)=O)CC=1C=C2CN(C(C2=CC1)=O)C1C(NC(CC1)=O)=O (9H-fluoren-9-yl)methyl ((1S,2S)-2-aminocyclopentyl)((2-(2,6-dioxopiperidin-3-yl)-1-oxoisoindolin-5-yl)methyl)carbamate